ClC1=C(C=CC(=N1)NN1C=C(C(C1)C)COCCC(C)C)C(F)(F)F 1-{[6-Chloro-5-(trifluoromethyl)(2-pyridyl)]amino}-4-methyl-3-[(3-methylbutoxy)methyl]azoline